O=CCCOCCOCCOCCOCCOCCOCC 21-oxo-3,6,9,12,15,18-hexaoxahenicosan